C(C)OC1=CC=C(C=C1)C=1N=C2N(C(=NC(=C2C2=CC(=NC=C2)C)C2=CC=CC=C2)N)C1 (4-ethoxyphenyl)-8-(2-methylpyridin-4-yl)-7-phenylimidazo[1,2-c]pyrimidin-5-amine